C(CCCCCCCCCCCCCCCCCCCCC)C=1C=C(CO)C=C(C1)CCCCCCCCCCCCCCCCCCCCCC 3,5-bis(docosyl)benzyl alcohol